COC1=CC=C(C=C1)NC(C(=O)NC[C@H](C1=CC=CC=C1)N1CCN(CC1)C)=O (S)-N1-(4-methoxyphenyl)-N2-(2-(4-methylpiperazin-1-yl)-2-phenylethyl)oxalamide